dimethylolpropane tetraacrylate C(C=C)(=O)O.C(C=C)(=O)O.C(C=C)(=O)O.C(C=C)(=O)O.C(O)C(C)(C)CO